3-(4-(difluoromethyl)-1-propyl-1H-pyrazol-5-yl)-5-fluorobenzoic acid FC(C=1C=NN(C1C=1C=C(C(=O)O)C=C(C1)F)CCC)F